(7-(2-(4-(6-Fluorobenzo[b]thiophen-4-yl)piperazin-1-yl)ethyl)-2-oxo-3,4-dihydroquinolin-1(2H)-yl)methyl phenyl carbonate C(OCN1C(CCC2=CC=C(C=C12)CCN1CCN(CC1)C1=CC(=CC=2SC=CC21)F)=O)(OC2=CC=CC=C2)=O